(-)-N-{2-[5-chloro-3-fluoro-6-(4-fluorophenyl)-4-(2-hydroxypropan-2-yl)pyridin-2-yl]-3,3,3-trisFluoro-2-hydroxypropyl}-8-(cyclopropyloxy)-3-methylcinnoline-6-carboxamide ClC=1C(=C(C(=NC1C1=CC=C(C=C1)F)C(CNC(=O)C=1C=C2C=C(N=NC2=C(C1)OC1CC1)C)(C(F)(F)F)O)F)C(C)(C)O